6-chloro-3-(((R)-1-((S)-10-methyl-8-oxo-1,2,4,4a,5,6-hexahydro-8H-thieno[3'',2'':4',5']pyrimido[2',1':2,3]pyrimido[6,1-c][1,4]oxazin-11-yl)ethyl)amino)picolinic acid ClC1=CC=C(C(=N1)C(=O)O)N[C@H](C)C1=C(SC2=C1N=C1N(CC[C@H]3COCCN31)C2=O)C